3-(3-chloro-4-(6-(1-methylcyclopropoxy)-9-((4-methylpyridin-2-yl)methyl)-9H-purin-8-yl)phenyl)-1,1-dimethylurea ClC=1C=C(C=CC1C=1N(C2=NC=NC(=C2N1)OC1(CC1)C)CC1=NC=CC(=C1)C)NC(N(C)C)=O